(1S)-1-[2-(5-chloro-2-pyridinyl)-5-methylsulfanyl-1,2,4-triazol-3-yl]ethanamine ClC=1C=CC(=NC1)N1N=C(N=C1[C@H](C)N)SC